6-Chloro-3-[(1R)-1-(3,6-dimethyl-2-oxazolo[4,5-b]pyridin-6-yl-4-oxo-chromen-8-yl)ethoxy]pyridine-2-carboxamide ClC1=CC=C(C(=N1)C(=O)N)O[C@H](C)C=1C=C(C=C2C(C(=C(OC12)C=1C=C2C(=NC1)N=CO2)C)=O)C